1-((tert-Butoxycarbonyl)amino)-4-chloro-1H-imidazole-2-carboxylic acid ethyl ester C(C)OC(=O)C=1N(C=C(N1)Cl)NC(=O)OC(C)(C)C